OC1=C(C(=CC(=C1)C(F)(F)F)C)C=1C=NC=2C(N1)=NN(C2)[C@H]2CCC(N(C2)C)=O (5s)-5-[6-[2-hydroxy-6-methyl-4-(trifluoromethyl)phenyl]pyrazolo[3,4-b]pyrazin-2-yl]-1-methyl-piperidin-2-one